6-Ethyl-8-((3-fluorophenyl)thio)-2,4-dimethylpyrimido[4,5-c]Isochinolin-1,3,7,10(2H,4H)-Tetraon C(C)C1=NC2=C(C=3C(C=C(C(C13)=O)SC1=CC(=CC=C1)F)=O)C(N(C(N2C)=O)C)=O